N1=CC(=CC=C1)C1=CC(=NO1)CC=1OC=C(N1)C(=O)O 2-((5-(pyridin-3-yl)isoxazol-3-yl)methyl)oxazole-4-carboxylic acid